ClC=1C=C(C(=O)N(C)OC)C(=CN1)Cl 2,5-dichloro-N-methoxy-N-methylisonicotinamide